N[C@H](C(=O)O)CCN(C)C1=CC=C(C=C1)F (S)-2-amino-4-((4-fluorophenyl)(methyl)amino)butanoic acid